Tetra-s-Butoxytitanium C(C)(CC)O[Ti](OC(C)CC)(OC(C)CC)OC(C)CC